tert-butyl 3-(((1-chloroisoquinolin-6-yl)oxy)methyl)-3-fluoroazetidine-1-carboxylate ClC1=NC=CC2=CC(=CC=C12)OCC1(CN(C1)C(=O)OC(C)(C)C)F